3-methyl-1-(4-(((2R,3R,4R,5S)-3,4,5-trihydroxy-2-(hydroxymethyl)piperidin-1-yl)methyl)piperidin-1-yl)butan-1-one CC(CC(=O)N1CCC(CC1)CN1[C@@H]([C@H]([C@@H]([C@H](C1)O)O)O)CO)C